(5S)-5-{[(3RS)-3-Fluoro-3-(hydroxymethyl)pyrrolidin-1-yl]carbonyl}-2-(4-methylbenzyl)-5,6,7,8-tetrahydro[1,2,4]triazolo[4,3-a]pyridin-3(2H)-one F[C@]1(CN(CC1)C(=O)[C@@H]1CCCC=2N1C(N(N2)CC2=CC=C(C=C2)C)=O)CO |&1:1|